BrC=1C=C(C=C(C1)C(C)(C)C1=CC(=CC(=C1)OC(F)(F)F)OC(C)C)NC(=O)C1=CC2=C(S1)C=CC(=C2)C(C)(C)S(=O)(=O)C N-(3-Bromo-5-(2-(3-isopropoxy-5-(trifluoromethoxy)phenyl)propan-2-yl)phenyl)-5-(2-(methylsulfonyl)propan-2-yl)benzo[b]thiophen-2-carboxamid